C[C@@H]1[C@@H](C[C@@]1(OC=1C=2N(C=C(N1)C=1C=NN(C1)C)N=CC2)C)N(C(OC(C)(C)C)=O)C tert-butyl ((1R,2R,3S)-2,3-dimethyl-3-((6-(1-methyl-1H-pyrazol-4-yl)pyrazolo[1,5-a]pyrazin-4-yl)oxy)cyclobutyl)(methyl)carbamate